CC(CC=O)CCCCCCCCC 3-methyldodecanal